NC1=NN=C(S1)OCC1CN(CC1)C(=O)OC(C)(C)C tert-butyl 3-(((5-amino-1,3,4-thiadiazol-2-yl)oxy)methyl)pyrrolidine-1-carboxylate